1-(8-bromopyrido[2,3-e][1,2,4]triazolo[4,3-a]pyrazin-4-yl)-N-methylazetidin-3-amine bisulfate salt monohydrate O.S(O)(O)(=O)=O.BrC1=CC2=C(N=C(C=3N2C=NN3)N3CC(C3)NC)N=C1